N[C@]1([C@@H](CC[C@H](C1)CCB(O)O)CNC([C@H](CCC(=O)N)N)=O)C(=O)O (1R,2S,5R)-1-amino-5-(2-boronoethyl)-2-(((S)-2,5-diamino-5-oxopentanamido)methyl)cyclohexane-1-carboxylic acid